C1=CC=CC2=NC3=CC=CC=C3C(=C12)C(=O)N1CCN(CC1)C1=NC=C(C=C1)O Acridin-9-yl[4-(5-hydroxy-pyridin-2-yl)-piperazin-1-yl]-methanone